N1(CCCC1)C1CNCC1 1,3'-bipyrrolidinyl